[3-[(1R)-1-[[5-[(1R,5S)-8-(cyclopropylmethyl)-3,8-diazabicyclo[3.2.1]oct-3-yl]-2-methyl-benzoyl]amino]ethyl]-5-methoxy-phenyl]-N,N,1-trimethyl-pyrrole-2-carboxamide C1(CC1)CN1[C@H]2CN(C[C@@H]1CC2)C=2C=CC(=C(C(=O)N[C@H](C)C=1C=C(C=C(C1)OC)C1=C(N(C=C1)C)C(=O)N(C)C)C2)C